2-methyl-1-(thiazol-2-yl)propan-2-ol CC(CC=1SC=CN1)(C)O